C1=CC=C(C(=C1)O)S(=O)(=O)[O-].[Na+] sodium sulfocarbolate